O.O.N(=NC(C(=O)N)(C)C)C(C(=O)N)(C)C azobis(2-methylpropionamide) dihydrate